4-methoxy-4'-trifluoromethoxybenzophenone COC1=CC=C(C(=O)C2=CC=C(C=C2)OC(F)(F)F)C=C1